(4-(((2-bromo-[1,1'-biphenyl]-3-yl)methyl)amino)-2-((5-cyanopyridin-3-yl)methoxy)-5-methylbenzyl)-D-serine BrC1=C(C=CC=C1CNC1=CC(=C(CN[C@H](CO)C(=O)O)C=C1C)OCC=1C=NC=C(C1)C#N)C1=CC=CC=C1